tricyclo[4.3.0.12,5]decane-3,7-diene C12C3C=CC(C2C=CC1)C3